10-chloro-2-methylphenanthro[4,3-d]oxazole ClC1=CC=2C3=C(C=CC2C=C1)C=CC1=C3N=C(O1)C